CC1(OCCC(C1)C=O)C 2,2-DIMETHYL-TETRAHYDRO-PYRAN-4-CARBALDEHYDE